FC1(CCC(CC1)N1N=CC(=C1)NC1=NC=C(C(=N1)C1=C(C(=O)O)C=CC=C1)C)F (2-((1-(4,4-difluorocyclohexyl)-1H-pyrazol-4-yl)amino)-5-methylpyrimidin-4-yl)benzoic acid